1-(4-Bromo-2,6-dimethoxyphenyl)ethanone BrC1=CC(=C(C(=C1)OC)C(C)=O)OC